CN1N=CC=2C1=NC(=NC2NCC2=CC=C(C=C2)S(=O)(=O)N)C=C 4-(((1-methyl-6-vinyl-1H-pyrazolo[3,4-d]pyrimidin-4-yl)amino)methyl)benzenesulfonamide